tert-butyl 4-(6-((diphenylmethylene) amino)-5-fluoropyridin-3-yl)piperazine-1-carboxylate C1(=CC=CC=C1)C(C1=CC=CC=C1)=NC1=C(C=C(C=N1)N1CCN(CC1)C(=O)OC(C)(C)C)F